BrC1=C(C=C2C(=NC(=NC2=C1F)Cl)N1C[C@@](CCC1)(O)C)C(F)(F)F (R)-1-(7-bromo-2-chloro-8-fluoro-6-(trifluoromethyl)quinazoline-4-yl)-3-methylpiperidin-3-ol